N-(PYRIDIN-2-YL)PYRIDINE-SULFONAMIDE N1=C(C=CC=C1)NS(=O)(=O)C1=NC=CC=C1